C(C)OC(CC(=O)OC(CC(OCC)=O)=O)=O.[K] potassium (3-ethoxy-3-oxopropionyl) oxide